N1(CCCCCC1)S(=O)(=O)N azepane-1-sulfonamide